2-(1,2,2,6,6-Pentamethyl-4-piperidyl)-5-[rac-(3S)-3-methyl-1,2,3,4-tetrahydropyridin-6-yl]indazole CN1C(CC(CC1(C)C)N1N=C2C=CC(=CC2=C1)C1=CC[C@@H](CN1)C)(C)C |r|